C(CC)OC(=O)C1(CCC2(OCCO2)CC1)NC(CC1=C(C=C(C=C1C)Cl)C)=O n-Propyl-8-[2-(4-chloro-2,6-dimethylphenyl)acetamido]-1,4-dioxaspiro[4.5]decan-8-carboxylat